5-(5-(2-Chloro-7-ethoxyquinolin-3-yl)-3-(4-(6-(trifluoromethyl)pyridin-3-yl)phenyl)-4,5-dihydro-1H-pyrazol-1-yl)-5-oxopentanoic acid ClC1=NC2=CC(=CC=C2C=C1C1CC(=NN1C(CCCC(=O)O)=O)C1=CC=C(C=C1)C=1C=NC(=CC1)C(F)(F)F)OCC